N-(8-chloro-4-methyl-3-oxo-3,4-dihydro-2H-benzo[b][1,4]oxazin-6-yl)-1-(quinolin-5-yl)-5-(trifluoromethyl)-1H-pyrazole-4-carboxamide ClC1=CC(=CC2=C1OCC(N2C)=O)NC(=O)C=2C=NN(C2C(F)(F)F)C2=C1C=CC=NC1=CC=C2